2-(1-methylethoxy)-1,2-diphenylethane-1-one CC(C)OC(C(=O)C1=CC=CC=C1)C1=CC=CC=C1